C(C)C1=CC=C2C(=N1)N(C(=C2)C=2N=C1N(C(=CC(=C1)C=O)OC)C2C)CCCO [2-[6-ethyl-1-(3-hydroxypropyl)pyrrolo[2,3-b]pyridin-2-yl]-5-methoxy-3-methylimidazo[1,2-a]pyridin-7-yl]methanone